1-((1-(4-methoxybenzyl)-2-methyl-1H-imidazo[4,5-c]pyridin-6-yl)methyl)-2-phenethyl-4-((trifluoromethyl)sulfonyl)-2,3,4,5-tetrahydro-1H-benzo[e][1,4]diazepine COC1=CC=C(CN2C(=NC=3C=NC(=CC32)CN3C(CN(CC2=C3C=CC=C2)S(=O)(=O)C(F)(F)F)CCC2=CC=CC=C2)C)C=C1